BrC1=NC(=CC(=C1)NCC1N(CCC1)C(=O)OC(C)(C)C)C tert-Butyl 2-(((2-bromo-6-methylpyridin-4-yl) amino)methyl)pyrrolidine-1-carboxylate